C(C)(C)(C)OC(=O)N1[C@H](C=2NC3=C(C=C(C=C3C2CC1)Cl)N=C(C1=CC=CC=C1)C1=CC=CC=C1)C[C@H]1COCCC1 tert-butyl-(1S)-8-(benzhydrylideneamino)-6-chloro-1-[[(3S)-tetrahydropyran-3-yl]methyl]-1,3,4,9-tetrahydropyrido[3,4-b]indole-2-carboxylate